C(C1=CC=CC=C1)OC1=CC=C(C=C1)OCCCC(C)(C)C 1-(benzyloxy)-4-((4,4-dimethylpentyl)oxy)benzene